ClC1=C(NS(=O)(=O)C)C=C(C(=C1)Cl)N1N=C(N(C1=O)C(F)F)C 2',4'-dichloro-5'-(4-difluoromethyl-4,5-dihydro-3-methyl-5-oxo-1H-1,2,4-triazol-1-yl)methanesulfonanilide